BrC=1C=C(C=CC1OC=1C=NC(=CC1)CC1CCNCC1)C(C)(C)O 2-[3-bromo-4-[[6-(4-piperidylmethyl)-3-pyridyl]oxy]phenyl]propan-2-ol